8-(4-isobutyrylpiperazin-1-yl)-N-(4-methoxybenzyl)imidazo[1,2-a]pyridin-6-sulfonamide trifluoroacetate FC(C(=O)O)(F)F.C(C(C)C)(=O)N1CCN(CC1)C=1C=2N(C=C(C1)S(=O)(=O)NCC1=CC=C(C=C1)OC)C=CN2